C1=2C3=C(C(N1)=CC=1C4=C(C(N1)=CC1=C5C(=C(N1)C=C1C6=C(C(=N1)C2)C=CC=C6)C=CC=C5)C=CC=C4)C=CC=C3 Tetrabenzoporphine